methyl 2-chloro-4-((1-methyl-1H-indol-7-yl)oxy)benzoate ClC1=C(C(=O)OC)C=CC(=C1)OC=1C=CC=C2C=CN(C12)C